CN(CCCN(CC(C)O)CCCN(C)C)C N,N-bis(3-dimethylamino-propyl)-N-(2-hydroxypropyl)amine